2-(difluoromethoxy)-4-((3S,5R)-3,5-dimethylpiperazin-1-yl)aniline FC(OC1=C(N)C=CC(=C1)N1C[C@@H](N[C@@H](C1)C)C)F